C(C)(C)(C)OC(=O)N[C@@H]1CCCC12CCN(CC2)C=2C(=NC(=C(N2)C)C2=C(C(=CC=C2)Cl)Cl)C(=O)OC methyl (R)-3-(1-((tert-butoxycarbonyl) amino)-8-azaspiro[4.5]dec-8-yl)-6-(2,3-dichlorophenyl)-5-methylpyrazine-2-carboxylate